[Si](C)(C)(C(C)(C)C)OCCN1N=CC(=C1)C(C(C)C=1N(C(C(=C(N1)C(=O)NC=1C=NOC1)OC)=O)C)C1=C(C=CC=C1)C#N 2-[1-(1-{2-[(tert-butyldimethylsilyl)oxy]ethyl}pyrazol-4-yl)-1-(2-cyanophenyl)propan-2-yl]-5-methoxy-1-methyl-N-(1,2-oxazol-4-yl)-6-oxopyrimidine-4-carboxamide